ClC=1SC=C(C1)C1=C(C(=CC=C1F)F)F 2-Chloro-4-(2,3,6-trifluorophenyl)thiophene